C12(CC3CC(CC(C1)C3)C2)CC2COC3=CC(=NC(NS(C=1C=CC=C(C(N2)=O)C1)(=O)=O)=N3)C3=C(C=CC=C3C)C.[Sn] Tin 11-(1-adamantylmethyl)-6-(2,6-dimethylphenyl)-2,2-dioxo-9-oxa-2λ6-thia-3,5,12,19-tetrazatricyclo[12.3.1.14,8]nonadeca-1(18),4(19),5,7,14,16-hexaen-13-one